2-Chloro-N-(dicyclopentylmethyl)-9-((3aR,3bS,4aS,5R,5aS)-3b-(fluoromethyl)-2,2-dimethylhexahydrocyclopropa[3,4]cyclopenta[1,2-d][1,3]dioxol-5-yl)-9H-purin-6-amine ClC1=NC(=C2N=CN(C2=N1)[C@@H]1[C@@H]2[C@]([C@@H]3[C@H]1OC(O3)(C)C)(C2)CF)NC(C2CCCC2)C2CCCC2